1-(3-(1-((4-methyl-4H-1,2,4-triazol-3-yl)thio)ethyl)phenyl)-3-phenylurea CN1C(=NN=C1)SC(C)C=1C=C(C=CC1)NC(=O)NC1=CC=CC=C1